C(CCC)OC1=C(C=CC=C1)NC(\C(=C\C1=CC=C(C=C1)OC)\C)=O (E)-N-(2-butoxyphenyl)-3-(4-methoxyphenyl)-2-methylacrylamide